7-methoxy-3,7-dimethyl-octanal COC(CCCC(CC=O)C)(C)C